(ethylenedioxy)dipropionitrile C(OCCC#N)COCCC#N